4-((3-(4-aminophenethyl)-2,4-dioxo-3,4-dihydroquinazolin-1(2H)-yl)methyl)-N-hydroxybenzamide NC1=CC=C(CCN2C(N(C3=CC=CC=C3C2=O)CC2=CC=C(C(=O)NO)C=C2)=O)C=C1